OC1C(C2CCC1(C2(C)C)C)C2=C(C=CC=C2)S(=O)(=O)NC2=CC=CC=C2 (3-hydroxy-4,7,7-trimethylbicyclo[2.2.1]heptan-2-yl)-N-phenylbenzenesulfonamide